C(C)(CC)Cl sec.-butyl chloride